CN1OC(C2C1C(CC(C2)C2=C(C=CC=C2)C)C)(C)C 1,3,3,7-tetramethyl-5-(o-tolyl)octahydrobenzo[c]isoxazole